(5-Bromo-1-benzothiophen-7-yl)methyl acetate C(C)(=O)OCC1=CC(=CC=2C=CSC21)Br